tris-amino-methyldisilane N[Si]([SiH2]C)(N)N